1-(4-(3-(4-fluoro-4-methylcyclohexyl)-1,2,4-oxadiazol-5-yl)piperidin-1-yl)-2-(1-methyl-1H-1,2,4-triazol-5-yl)ethan-1-one FC1(CCC(CC1)C1=NOC(=N1)C1CCN(CC1)C(CC1=NC=NN1C)=O)C